(S)-(5-(6-(6-(2-(ethyl(isopropyl)carbamoyl)-4-fluorophenoxy)-1,2,4-triazin-5-yl) 2,6-diazaspiro[3.4]octan-2-yl)-2,6-dimethylheptan-2-yl)(methyl)carbamate C(C)N(C(=O)C1=C(OC2=C(N=CN=N2)N2CC3(CN(C3)[C@@H](CCC(C)(C)OC(NC)=O)C(C)C)CC2)C=CC(=C1)F)C(C)C